ClC(C(=O)N[C@H](C(=O)N1[C@@H]([C@H]2[C@H]3C=C[C@@H]([C@H]2C1)C3)C(=O)N[C@H](C(=O)N)C[C@H]3C(NCC3)=O)C(C)(C)C)(F)F (2S)-2-{[(1R,2S,3S,6R,7S)-4-[(2S)-2-(2-chloro-2,2-difluoroacetamido)-3,3-dimethylbutanoyl]-4-azatricyclo[5.2.1.0{2,6}]dec-8-en-3-yl]formamido}-3-[(3S)-2-oxopyrrolidin-3-yl]propanamide